[6-[(4-chloro-2-fluoro-phenyl)methoxy]-2-pyridyl]-3-methyl-1H-pyridin-2-one ClC1=CC(=C(C=C1)COC1=CC=CC(=N1)N1C(C(=CC=C1)C)=O)F